C1(=CC=C(C=C1)N(C1=CC=C(C=C1)C1=CC=CC=C1)C1=CC=C(C=C1)C1(C2=CC=CC=C2C=2C=CC=CC12)C1=CC=C(C=C1)N(C1=CC=C(C=C1)C1=CC=CC=C1)C1=CC=C(C=C1)C1=CC=CC=C1)C1=CC=CC=C1 9,9-bis[4-(N,N-bisbiphenyl-4-ylamino)phenyl]-9H-fluorene